ClC=1C(=CC(=C(C1)N1C(C=CC2=CC(=CC=C12)S(=O)(=O)NC1=NOC=C1)=O)OC)C1CC(C1)C(F)(F)F (P)-1-(5-chloro-2-methoxy-4-(3-(trifluoromethyl)cyclobutyl)phenyl)-N-(isoxazol-3-yl)-2-oxo-1,2-dihydroquinoline-6-sulphonamide